FC1(CC(C1)C=1C=CC(=NC1)\C=N\[S@@](=O)C(C)(C)C)F (S,E)-N-((5-(3,3-difluorocyclobutyl)pyridin-2-yl)methylene)-2-methylpropane-2-sulfinamide